OC1CC(COC1CO)OC 5-hydroxy-6-(hydroxymethyl)-3-methoxytetrahydro-2H-pyran